3-(3,5-di-tert-butyl-4-hydroxy-phenyl)-N-(4-vinyl-phenyl)propionamide methyl-5-{2-[5-fluoro-2-(7-methylquinoline-8-sulfonamido)phenyl]ethynyl}-3-methylpyridine-2-carboxylate COC(=O)C1=NC=C(C=C1C)C#CC1=C(C=CC(=C1)F)NS(=O)(=O)C=1C(=CC=C2C=CC=NC12)C.C(C)(C)(C)C=1C=C(C=C(C1O)C(C)(C)C)CCC(=O)NC1=CC=C(C=C1)C=C